CS(=O)(=O)OCC#C 2-Propynyl Methanesulfonate